[2-[(4-chloro-3-pyridyl)sulfonyl]-2,6-diazaspiro[3.3]heptan-6-yl]-[6-(3-cyclopropyl-1,2,4-triazol-1-yl)-2-azaspiro[3.3]heptan-2-yl]methanone ClC1=C(C=NC=C1)S(=O)(=O)N1CC2(C1)CN(C2)C(=O)N2CC1(C2)CC(C1)N1N=C(N=C1)C1CC1